S1C2=C(C=C1C=1N=NC(=CC1)OC1CC(NC(C1)(C)C)(C)C)C=CC=C2 3-(benzo[b]-thiophen-2-yl)-6-(2,2,6,6-tetra-methylpiperidin-4-yloxy)pyridazine